FC(C(=O)O)(F)F.NC=1N=CC(=NC1C=1C=NNC1)C=1C=C(C=CC1C)C(CO)(C(F)(F)F)O 2-(3-(5-Amino-6-(1H-pyrazol-4-yl)pyrazin-2-yl)-4-methylphenyl)-3,3,3-trifluoropropane-1,2-diol, trifluoroacetate salt